5-((1S,3R)-2-(3-((tert-Butyldiphenylsilyl)oxy)-2,2-difluoropropyl)-3-methyl-2,3,4,9-tetrahydro-1H-pyrido[3,4-b]indol-1-yl)-N-((3S,4R)-4-fluoropyrrolidin-3-yl)thiazol-2-amine [Si](C1=CC=CC=C1)(C1=CC=CC=C1)(C(C)(C)C)OCC(CN1[C@@H](C=2NC3=CC=CC=C3C2C[C@H]1C)C1=CN=C(S1)N[C@H]1CNC[C@H]1F)(F)F